FC=1C=C(C=C(C1)F)C1=C(C(=CC=C1F)CC(=O)O)OC {3',5',6-trifluoro-2-methoxy-[1,1'-biphenyl]-3-yl}acetic acid